3-(4-fluorophenyl)thiazolidin-4-one FC1=CC=C(C=C1)N1CSCC1=O